6-(cyclopropylmethyl-amino)-N-(2,2-dimethylpropyl)-3-methoxy-pyridine-2-carboxamide C1(CC1)CNC1=CC=C(C(=N1)C(=O)NCC(C)(C)C)OC